Methyl 6-chloro-5-(methylamino)-3-(trifluoromethylsulfonyloxy)pyrazine-2-carboxylate ClC1=C(N=C(C(=N1)C(=O)OC)OS(=O)(=O)C(F)(F)F)NC